CN1N=C(C2=CC=C(C=C12)CN1CCN(CC1)C1=CC(=CC=C1)S(=O)(=O)N1CCC(CC1)NC1=NC=C(C=N1)C(F)(F)F)N1C(NC(CC1)=O)=O 1-(1-methyl-6-((4-(3-((4-((5-(trifluoromethyl)pyrimidin-2-yl)amino)piperidin-1-yl)sulfonyl)phenyl)piperazin-1-yl)methyl)-1H-indazol-3-yl)dihydropyrimidine-2,4(1H,3H)-dione